2-(2-hydroxyethyl)-6-methylsulfanyl-1H-pyrazolo[3,4-d]pyrimidin-3-one OCCN1NC2=NC(=NC=C2C1=O)SC